FC1(CC(CC1)C(=O)[O-])F 3,3-difluorocyclopentane-1-carboxylate